BrC1=C(C=CC=C1)C1=NC=CC(=C1)C1=CN=CN1C1=CC=C(C=C1)F (2-bromophenyl)-4-(4-fluorophenyl-1H-imidazol-5-yl)pyridine